gamma-methacryloyloxypropyl-tris(trimethylsiloxy)silane C(C(=C)C)(=O)OCCC[Si](O[Si](C)(C)C)(O[Si](C)(C)C)O[Si](C)(C)C